C(C)OC1C(C1)NC(=O)C=1C=C(C(N(C1)CC1=CC=C(C=C1)F)=O)C(=O)NC N5-(2-ethoxycyclopropyl)-1-(4-fluorobenzyl)-N3-methyl-2-oxo-1,2-dihydropyridine-3,5-dicarboxamide